ClC1=C(C=CC(=C1)Cl)C1NS(N(C=C1C(=O)OCC)CCCC(=O)OC)(=O)=O Ethyl 3-(2,4-dichlorophenyl)-6-(4-methoxy-4-oxobutyl)-3,6-dihydro-2H-1,2,6-thiadiazine-4-carboxylate 1,1-dioxide